3-fluoro-4-(pyridin-3-yloxy)aniline FC=1C=C(N)C=CC1OC=1C=NC=CC1